6-(cyclopropylmethyl)-2-(difluoromethyl)-3-((6-(trifluoromethyl)pyridin-3-yl)methyl)-5,6,7,8-tetrahydropyrido[4,3-d]pyrimidin-4(3h)-one C1(CC1)CN1CC2=C(N=C(N(C2=O)CC=2C=NC(=CC2)C(F)(F)F)C(F)F)CC1